diphenyl-imidazolemethanol C1(=CC=CC=C1)C1=C(N=C(N1)CO)C1=CC=CC=C1